COC(C(=O)C1=CC=CC=C1)(C1=CC=CC=C1)OC 2,2-dimethoxy-1,2-diphenyl-ethanone